C1(=CC(=CC=C1)N(N1CC=CC=C1N(C=1C=C(C=CC1)C)C=1C=C(C=CC1)C)C=1C=C(C=CC1)C)C N1,N1,N6,N6-tetra-m-tolylpyridine-1,6-diamine